{6-[(1R,2S,3S,5S)-3-amino-2-fluoro-8-azabicyclo[3.2.1]octan-8-yl]-3-(3-chloro-4-fluoro-2-methyl-2H-indazol-5-yl)-1H-pyrazolo[3,4-b]pyrazin-5-yl}methanol N[C@@H]1[C@@H]([C@H]2CC[C@@H](C1)N2C2=C(N=C1C(=N2)NN=C1C1=C(C2=C(N(N=C2C=C1)C)Cl)F)CO)F